OCCCC1OC=CC2=CC=CC=C12 (3-hydroxypropyl)-1H-isochromene